OCC1=CC(=CC=2C=CSC21)[C@@H](CC(=O)OCC)C2=C(C1=C(N(N=N1)C)C(=C2)C)C ethyl (3R)-3-[7-(hydroxymethyl)-1-benzothiophen-5-yl]-3-(1,4,7-trimethyl-1H-benzotriazol-5-yl)propanoate